ethyl 2-cyclobutyl-4-methylnicotinate C1(CCC1)C1=C(C(=O)OCC)C(=CC=N1)C